6-chloro-N-{3-[2-(4-chloro-3-fluorophenoxy)acetamido]bicyclo[1.1.1]pent-1-yl}-3,4-dihydro-2H-1-benzopyran-2-carboxamide ClC=1C=CC2=C(CCC(O2)C(=O)NC23CC(C2)(C3)NC(COC3=CC(=C(C=C3)Cl)F)=O)C1